BrC=1C=C(CC(CC(=O)NC=2C=CC=C3C=CC=NC23)C[Si](C2=CC=CC=C2)(C)C)C=CC1 3-(3-Bromobenzyl)-4-[dimethyl(phenyl)silyl]-N-(quinolin-8-yl)butanamide